(S)-2-((1-(3-(5-fluoro-6-methoxypyridin-3-yl)-2,7-dimethyl-1-oxo-1,2-dihydroisoquinolin-5-yl)ethyl)amino)benzoic acid FC=1C=C(C=NC1OC)C=1N(C(C2=CC(=CC(=C2C1)[C@H](C)NC1=C(C(=O)O)C=CC=C1)C)=O)C